BrC1=CC=2C(C3=CC=CC=C3C2C=C1)(CCCC)CCCC 2-bromo-9,9-di-n-butylfluorene